FC1=CNC(C=C1)=O 3-fluoro-6-oxo-1,6-dihydropyridin